C(C)NS(=O)(=O)C1=C(C=CC(=C1)NC=1NC(=CN1)C(C)C)C1=CN=C(S1)[C@@H]1CC[C@H](CC1)NC(OC(C)C)=O isopropyl trans-N-[4-[5-[2-(ethylsulfamoyl)-4-[(5-isopropyl-1H-imidazol-2-yl)amino]phenyl]thiazol-2-yl]cyclohexyl]carbamate